methyl 2-[6-[(E)-2-[(tert-butyloxycarbonylamino)methyl]-3-fluoro-allyloxy]-1-oxo-3,4-dihydroisoquinolin-2-yl]acetate C(C)(C)(C)OC(=O)NC/C(/COC=1C=C2CCN(C(C2=CC1)=O)CC(=O)OC)=C\F